Thymine-d4 N1C(=O)NC(=O)C(C([2H])([2H])[2H])=C1[2H]